COC=1C=C2C(=NC(=NC2=CC1OC)C)N[C@H](C)C=1C=C(C=CC1)C1=CC=C(C=C1)N1CCOCC1 6,7-dimethoxy-2-methyl-N-{(1R)-1-[4'-(morpholin-4-yl)biphenyl-3-yl]ethyl}-quinazolin-4-amine